CN(C1CCN(CC1)CCN(C(=O)C1=CC2=C(S1)C(=CC=C2OC)C2=CC=NN2C)CCC(=O)NC)C N-(2-(4-(dimethylamino)piperidin-1-yl)ethyl)-4-methoxy-7-(1-methyl-1H-pyrazol-5-yl)-N-(3-(methylamino)-3-oxopropyl)benzo[b]thiophene-2-carboxamide